5-Bromo-N2-(2-methoxy-5-(1-methyl-1H-pyrazol-4-yl)-4-(4-(4-methylpiperazin-1-yl)piperidine-1-yl)phenyl)-N4-(2-methoxyphenyl)pyrimidine-2,4-diamine BrC=1C(=NC(=NC1)NC1=C(C=C(C(=C1)C=1C=NN(C1)C)N1CCC(CC1)N1CCN(CC1)C)OC)NC1=C(C=CC=C1)OC